C(C=C)CCP(O)=O allylethylphosphinic acid